CN(C1=NC=CC(=C1)[C@@H](C)NC(CC)=O)C N-[(1R)-1-[2-(dimethylamino)pyridin-4-yl]ethyl]propionamide